C1(CCC(CC)O1)=O γ-Caprolacton